4-(3-chloro-4-cyanophenoxy)cyclohexane-1-carboxamide ClC=1C=C(OC2CCC(CC2)C(=O)N)C=CC1C#N